uric acid borate B(O)(O)O.N1C(=O)NC=2NC(=O)NC2C1=O